Cl.C1(=CC=CC=C1)[C@@H](C)N (R)-1-phenylethane-1-amine hydrochloride